BrC1=CC=CC=2C=3N(C(=NC12)[C@@](N)(C(C)C)C(=O)NCCN1CCN(CC1)C)N=C(N3)C=3C=NN(C3)C 2-[7-bromo-2-(1-methyl-1H-pyrazol-4-yl)[1,2,4]triazolo[1,5-c]quinazolin-5-yl]-N-[2-(4-methylpiperazin-1-yl)ethyl]-D-valinamide